OC1CN(CC1)CC1(CCCC1)CNC(=O)C1=CC2=C(S1)CCCCCC2 N-[[1-[(3-hydroxypyrrolidin-1-yl)methyl]cyclopentyl]methyl]-4,5,6,7,8,9-hexahydrocycloocta[b]thiophene-2-carboxamide